C(C)(C)(C)OC(=O)N1C[C@H](NCC1)CCOC1=NC(=CC=C1F)Br |r| (±)-3-(2-((6-bromo-3-fluoropyridin-2-yl)oxy)ethyl)piperazine-1-carboxylic acid tert-butyl ester